ClC1=CNC2=NC=CC(=C21)OC2=C(C=C(C=C2F)NC(=S)NC[C@@](COC(C)C)(C)CO)F |r| (+/-)-N-{4-[(3-chloro-1H-pyrrolo[2,3-b]pyridin-4-yl)oxy]-3,5-difluorophenyl}-N'-{(2S)-2-(hydroxymethyl)-2-methyl-3-[(propan-2-yl)oxy]propyl}thiourea